trans-4-(2-Hydroxyethyl)-N-(3-(1-isopropyl-1H-pyrazol-4-yl)phenyl)-N-((trans-4-(4-methoxy-3-methylphenyl)cyclohexyl)methyl)cyclohexanecarboxamide OCC[C@@H]1CC[C@H](CC1)C(=O)N(C[C@@H]1CC[C@H](CC1)C1=CC(=C(C=C1)OC)C)C1=CC(=CC=C1)C=1C=NN(C1)C(C)C